C(C)(=O)C=1C(=NNC1C1=CC=C(C=C1)OC)C(=O)NC1=CC(=CC=C1)C(CC)(F)F 4-acetyl-N-(3-(1,1-difluoropropyl)phenyl)-5-(4-methoxyphenyl)-1H-pyrazole-3-carboxamide